C(CCCC\C=C\CC)O E-6-nonenol